NC(C(=O)O)CC 2-amino-butyric acid